3-(5-chloro-2-(isobutyryloxy)benzylidene-amino)benzoic acid ClC=1C=CC(=C(C=NC=2C=C(C(=O)O)C=CC2)C1)OC(C(C)C)=O